C(C)(C)(C)SC1=C(C(=CC=C1)I)Cl tert-butyl-(2-chloro-3-iodophenyl)sulfane